bis((di-tert-butylphosphino)methyl)benzylamine C(C)(C)(C)P(C(C)(C)C)CN(CC1=CC=CC=C1)CP(C(C)(C)C)C(C)(C)C